BrCCNC(OCCCC1=C(C=C2C([C@](C3(C(=C12)C)CC3)(C)O)=O)C)=O (R)-3-(6'-hydroxy-2',4',6'-trimethyl-7'-oxo-6',7'-dihydrospiro[cyclopropane-1,5'-inden]-3'-yl)propyl (2-bromoethyl)carbamate